C(=O)O.N(CCO)(CCO)CCO triethanolamine monoformic acid salt